N(=[N+]=[N-])CCCCCC(=O)NC1=C2C(N(C(C2=CC=C1)=O)C1C(NC(CC1)=O)=O)=O 6-azido-N-(2-(2,6-dioxopiperidin-3-yl)-1,3-dioxoisoindolin-4-yl)hexanamide